CC1(N(C=2C(=NC=C(N2)C=2C(=NC(=CC2)C2=NN=CN2)C)NC1=O)CCC1CCOCC1)C 3,3-dimethyl-6-(2-methyl-6-(4H-1,2,4-triazol-3-yl)pyridin-3-yl)-4-(2-(tetrahydro-2H-pyran-4-yl)ethyl)-3,4-dihydropyrazino[2,3-b]pyrazin-2(1H)-one